N-[(1S)-2-[[(1S)-1-[(1S)-6-amino-1-[(2,6-difluorophenyl)carbamoyl]isoindoline-2-carbonyl]-2,2-dimethyl-propyl]amino]-1-methyl-2-oxo-ethyl]-N-methyl-carbamic acid tert-butyl ester C(C)(C)(C)OC(N(C)[C@H](C(=O)N[C@@H](C(C)(C)C)C(=O)N1[C@@H](C2=CC(=CC=C2C1)N)C(NC1=C(C=CC=C1F)F)=O)C)=O